(l)-glucose O=C[C@@H](O)[C@H](O)[C@@H](O)[C@@H](O)CO